5-((5-(3-(1-(tert-butyl)-1H-pyrazol-4-yl)cyclopentyl)-1H-pyrazol-3-yl)amino)-4-fluoro-2,3-dihydrobenzo[d]isothiazole 1,1-dioxide C(C)(C)(C)N1N=CC(=C1)C1CC(CC1)C1=CC(=NN1)NC=1C=CC2=C(CNS2(=O)=O)C1F